C/C(=C\C=C\CC\C=C/CC)/C1=CC2=CC=CC=C2C=C1 2-((2E,4E,8Z)-undeca-2,4,8-trien-2-yl)naphthalene